N-[1-(2,4-dichlorophenyl)-1-methoxy-1-propyl]-2-(trifluoromethyl)-1H-pyrazole-4-amide ClC1=C(C=CC(=C1)Cl)C(CC)(OC)NC(=O)C=1CN(NC1)C(F)(F)F